CC1=C(C(=C2C(=N1)CCC2)N)C 2,3-dimethyl-6,7-dihydro-5H-cyclopenta[b]pyridin-4-amine